diethyl (3'-methyl-4-(2-methyloctan-2-yl)-[1,1'-biphenyl]-2,6-diyl) bis(benzylphosphonate) C(C1=CC=CC=C1)P(OCC)(OC1=C(C(=CC(=C1)C(C)(CCCCCC)C)OP(OCC)(=O)CC1=CC=CC=C1)C1=CC(=CC=C1)C)=O